CCCC1=CC=C(C(=O)O)C=C1 4-3-propylbenzoic acid